(4-(3-fluoroazetidin-1-yl)-1-(4-(trifluoromethoxy)phenyl)-1H-pyrazolo[3,4-b]pyridin-3-yl)methylamine FC1CN(C1)C1=C2C(=NC=C1)N(N=C2CN)C2=CC=C(C=C2)OC(F)(F)F